N-(1-(sec-butyl)piperidin-4-yl)-4-isopropyl-5-(8-methyl-[1,2,4]triazolo[1,5-a]pyridin-6-yl)-1H-pyrazole-3-carboxamide C(C)(CC)N1CCC(CC1)NC(=O)C1=NNC(=C1C(C)C)C=1C=C(C=2N(C1)N=CN2)C